lithium borate sulfate S(=O)(=O)([O-])O.B(O)(O)O.[Li+]